C(C)C(C(=O)O)(CC)NC(NC1=CC=C(C=C1)N1CCCCC1)=O 2-ethyl-2-({[4-(piperidin-1-yl)phenyl]carbamoyl}amino)butanoic acid